C(C)(=O)N1CCC(CC1)C(=O)NCC1=C(C=CC(=C1)Br)N 1-acetyl-N-(2-amino-5-bromobenzyl)piperidine-4-carboxamide